FC1(CC(CC1)C(=O)N[C@@H](C)C1=CC=C(C=C1)NC(OCC1=CN=CO1)=O)F oxazol-5-ylmethyl (4-((1S)-1-(3,3-difluorocyclopentane-1-carboxamido)eth-yl)phenyl)carbamate